(2,6-diamino-3-(3-(4-((3-methylbut-2-en-1-yl)oxy)benzyl)isoxazol-5-yl)pyridin-1-ium-1-yl)methyl hydrogen phosphate P(=O)(OC[N+]1=C(C(=CC=C1N)C1=CC(=NO1)CC1=CC=C(C=C1)OCC=C(C)C)N)(O)[O-]